para-hydroxybenzylacetone OC1=CC=C(CCC(C)=O)C=C1